Phenyldiisodecylphosphite C1(=CC=CC=C1)C(CCCCCCC(C)C)P([O-])([O-])([O-])CCCCCCCC(C)C